N1=C(SC2=C1C1=C(C=C2)OCC1)N[C@H]1[C@H](COC(C1)(C)C)NC(OC(C)(C)C)=O tert-Butyl {(3R,4R)-4-[(7,8-dihydrofuro[3,2-e][1,3]benzothiazol-2-yl)amino]-6,6-dimethyloxan-3-yl}carbamate